C(C)OC1=C(C=CC(=N1)C(CS(=O)(=O)C)N1C(NC=2C1=NC=C(C2C)C2=C(C=CC=C2)F)=O)OC 3-(1-(6-ethoxy-5-methoxypyridin-2-yl)-2-(methylsulfonyl)ethyl)-6-(2-fluorophenyl)-7-methyl-1H-imidazo[4,5-b]pyridin-2(3H)-one